C(C1=CC=CC=C1)=CC(=O)C(C(C)=O)=CC1=CC=CC=C1.C(C1=CC=CC=C1)=CC(=O)C(C(C)=O)=CC1=CC=CC=C1.C(C1=CC=CC=C1)=CC(=O)C(C(C)=O)=CC1=CC=CC=C1.[Pd].[Pd] dipalladium(0) tris(dibenzylideneacetylacetone)